tungsten chromium salt [Cr].[W]